cis-4-fluoro-5-((5-(3-((3-methyl-1-phenyl-1H-pyrazol-5-yl)oxy)cyclopentyl)-1H-pyrazol-3-yl)amino)-2,3-dihydrobenzo[d]isothiazole 1,1-dioxide FC1=C(C=CC2=C1CNS2(=O)=O)NC2=NNC(=C2)[C@@H]2C[C@@H](CC2)OC2=CC(=NN2C2=CC=CC=C2)C